FC1(CCC(CC1)NC(=O)C1=CSC(=C1)[C@H]1[C@@H](C1)NCC1CCOCC1)F N-(4,4-difluorocyclohexyl)-5-(trans-2-((tetrahydro-2H-pyran-4-ylmethyl)-amino)cyclopropyl)-thiophene-3-carboxamide